O=C1NC(CCC1N1C(N(C2=C1C=CC=C2CCCCNC(OC(C)(C)C)=O)C)=O)=O tert-butyl N-[4-[1-(2,6-dioxopiperidin-3-yl)-3-methyl-2-oxo-1,3-benzodiazol-4-yl]butyl]carbamate